BrC1=CC=C2C=CN=C(C2=C1)Cl 7-bromo-1-chloroisoquinoline